(2s,4s)-2-(4-(4-(dimethylamino)phenyl)piperidine-1-carbonyl)-7-oxa-5-azaspiro[3.4]Octane-6-one CN(C1=CC=C(C=C1)C1CCN(CC1)C(=O)C1CC2(C1)NC(OC2)=O)C